P(=O)(O)(O)OP(=O)(O)O.C(C)(C)N(C(C)C)CC N,N-diisopropylethylamine pyrophosphoric acid salt